CC1=C(C=CC(=C1)C(=O)[O-])C(=O)OCC(CCCC)CC 2-ethylhexyl methyl-1,4-benzenedicarboxylate